rel-(2S*,4S)-2-aminohexane-1,4-diol N[C@H](CO)C[C@H](CC)O |o1:1,5|